BrC1=C(C(=CC2=C1[C@@H]([C@@](O2)(C(=O)O)C2=CC=CC=C2)OCOC)F)Cl (2R,3S)-4-bromo-5-chloro-6-fluoro-3-(methoxymethyloxy)-2-phenyl-2,3-dihydrobenzofuran-2-carboxylic acid